ClC1=CC=C(C=C1)S(=O)(=O)NC1=CC=2C(C3=CC=CC=C3C(C2C(=C1O)O)=O)=O 4-chloro-N-(3,4-dihydroxy-9,10-dioxo-9,10-dihydroanthracen-2-yl)benzenesulfonamide